ClC=1C=C2C(=C3C1NC(NC31CCCCC1)=O)OC(=N2)COCC(=O)N(C)C 2-{5-chloro-7-oxo-7,8-dihydro-6H-spiro[[1,3]oxazolo[5,4-f]quinazoline-9,1'-cyclohexane]-2-ylmethoxy}-N,N-dimethylacetamide